(1R,4R,5R)-5-((4-nitrobenzoyl)oxy)-2-azabicyclo[2.2.1]heptane-2-carboxylic acid benzyl ester C(C1=CC=CC=C1)OC(=O)N1[C@H]2C[C@H]([C@@H](C1)C2)OC(C2=CC=C(C=C2)[N+](=O)[O-])=O